3-(piperidin-4-yl)propiolamide N1CCC(CC1)C#CC(=O)N